5-(4-phenoxyphenyl)-7-(1,4-dioxaspiro[4.5]dec-7-en-8-yl)-5H-pyrrolo[3,2-d]pyrimidin-4-amine O(C1=CC=CC=C1)C1=CC=C(C=C1)N1C=C(C=2N=CN=C(C21)N)C2=CCC1(OCCO1)CC2